Cl.NC(C(C)(C)C)C(=O)Cl t-butylglycyl chloride hydrochloride